CC1=C(C(=O)NC=2SC=C(N2)C2=CC=CC=C2)C=C(C=C1)S(=O)(=O)NC1=CC(=CC=C1)C 2-methyl-5-(N-(3-methylphenyl)aminosulfonyl)-N-(4-phenylthiazol-2-yl)benzamide